eicosaprenyl diphosphate CC(=CCC/C(=C/CC/C(=C/CC/C(=C/CC/C(=C/CC/C(=C/CC/C(=C/CC/C(=C/CC/C(=C/CC/C(=C/CC/C(=C/CC/C(=C/CC/C(=C/CC/C(=C/CC/C(=C/CC/C(=C/CC/C(=C/CC/C(=C/CC/C(=C/CC/C(=C/COP(=O)(O)OP(=O)(O)O)/C)/C)/C)/C)/C)/C)/C)/C)/C)/C)/C)/C)/C)/C)/C)/C)/C)/C)/C)C